2-(4-bromophenyl)-2,6-diazaspiro[3.3]heptane trifluoroacetic acid salt FC(C(=O)O)(F)F.BrC1=CC=C(C=C1)N1CC2(C1)CNC2